(2-amino-1-(4-(hydroxymethyl)thiazol-2-yl)ethyl)-5-(5-methylpyridin-2-yl)-1H-pyrrole-2-carboxamide NCC(C=1SC=C(N1)CO)N1C(=CC=C1C1=NC=C(C=C1)C)C(=O)N